6,7-dimethoxy-N-{2-[(propan-2-yl)amino]ethyl}-1H,2H,3H-cyclopenta[b]quinolin-9-amine COC=1C(=CC=2C(=C3C(=NC2C1)CCC3)NCCNC(C)C)OC